[N+]1(=NC=[N+](C2=C1C=CC=C2)[O-])[O-] benzo[e][1,2,4]Triazine-1,4-dioxide